CC(C)OC(NCC)=S ethyl-thiocarbamic acid-O-(1-methyl ethyl) ester